methyl ((S,E)-7-(dimethylamino)-1,7-dioxo-1-((2-oxo-1-((6-((E)-styryl)-9H-purin-8-yl)methyl)-1,2-dihydropyridin-3-yl)amino)hept-5-en-2-yl)carbamate CN(C(/C=C/CC[C@@H](C(NC=1C(N(C=CC1)CC=1NC2=NC=NC(=C2N1)\C=C\C1=CC=CC=C1)=O)=O)NC(OC)=O)=O)C